6-chloro-8-((1S,2S)-2-(4,7-difluoro-1-(2,2,2-trifluoroethyl)-1H-indazol-6-yl)cyclopropyl)imidazo[1,2-b]pyridazine ClC=1C=C(C=2N(N1)C=CN2)[C@@H]2[C@H](C2)C2=CC(=C1C=NN(C1=C2F)CC(F)(F)F)F